aminoisoindoline-1,3-dione NN1C(C2=CC=CC=C2C1=O)=O